CNCC1=CC=C(C=C1)[S@@](=O)(N)=NC(NC1=C2C(=CC=3CCCC13)CC2)=O |o1:9| (R) or (S)-4-((methylamino)methyl)-N'-((2,4,5,6-tetrahydro-1H-cyclobuta[f]inden-3-yl)carbamoyl)benzenesulfonimidamide